FC=1C=C(CN2C(=NC3=NC=C(C=C32)N3C=CC=2C3=NC(=CN2)C2=CC=NC=C2)C)C=C(C1)F 1-(3,5-difluorobenzyl)-2-methyl-6-(3-(pyridin-4-yl)-5H-pyrrolo[2,3-b]pyrazin-5-yl)-1H-imidazo[4,5-b]pyridine